ClC=1C=C(C=CC1)[C@H]1C[C@](C(N([C@@H]1C1=CC=C(C=C1)Cl)[C@H](CN1C(N(CC1=O)C)=O)C1CC1)=O)(C)CC(=O)O 2-((3R,5R,6S)-5-(3-Chlorophenyl)-6-(4-chlorophenyl)-1-((S)-1-cyclopropyl-2-(3-methyl-2,5-dioxoimidazolidin-1-yl)ethyl)-3-methyl-2-oxopiperidin-3-yl)acetic Acid